2-(4-(2-fluorobenzyl)-2-(2-isopropylphenyl)piperazin-1-yl)-7-azaspiro[3.5]nonane FC1=C(CN2CC(N(CC2)C2CC3(C2)CCNCC3)C3=C(C=CC=C3)C(C)C)C=CC=C1